sodium cyanoborohydride sodium cyanoborohydride C(#N)[BH3-].[Na+].C(#N)[BH3-].[Na+]